6-chloro-N-methylisatoic anhydride ClC=1C=CC=C2C1C(=O)OC(N2C)=O